6-(cyclobutylmethyl)-2-methyl-3-((6-(trifluoromethyl)pyridin-3-yl)methyl)-5,6,7,8-tetrahydropyrido[4,3-d]pyrimidin-4(3h)-one C1(CCC1)CN1CC2=C(N=C(N(C2=O)CC=2C=NC(=CC2)C(F)(F)F)C)CC1